8-methyl-4-phenyl-3-(phenylsulfonyl)quinoline CC=1C=CC=C2C(=C(C=NC12)S(=O)(=O)C1=CC=CC=C1)C1=CC=CC=C1